C(CCC)[Sn](C=1C=C(C(=O)O)C=CC1)(CCCC)CCCC 3-(tributylstannyl)benzoic acid